N-(1-(2-ethoxyethyl)-3-(pyridin-2-yl)-1H-pyrazol-4-yl)-5-(1-methyl-1H-pyrazol-4-yl)furan-2-carboxamide, Formic Acid Salt C(=O)O.C(C)OCCN1N=C(C(=C1)NC(=O)C=1OC(=CC1)C=1C=NN(C1)C)C1=NC=CC=C1